tert-butyl 4-[6-(1-methyl-1H-pyrazol-4-yl)pyrazolo[1,5-a]pyridine-3-yl]-5-oxo-1,4-diazepane-1-carboxylate CN1N=CC(=C1)C=1C=CC=2N(C1)N=CC2N2CCN(CCC2=O)C(=O)OC(C)(C)C